CC1=NC=CN=C1CC Methyl-3-ethylpyrazine